5-sulfoisophthalic acid, lithium salt [Li+].S(=O)(=O)([O-])C=1C=C(C=C(C(=O)[O-])C1)C(=O)[O-].[Li+].[Li+]